2,6-di-(3-tert-butyl-5-methyl-2-hydroxybenzyl)-4-methylphenol C(C)(C)(C)C=1C(=C(CC2=C(C(=CC(=C2)C)CC2=C(C(=CC(=C2)C)C(C)(C)C)O)O)C=C(C1)C)O